methyl (S)-2-((S)-1-(4-chloro-1H-pyrazol-1-yl)propan-2-yl)-7-methyl-3-(2-azaspiro[3.5]nonan-7-yl)-3,7,8,9-tetrahydro-6H-imidazo[4,5-f]quinoline-6-carboxylate ClC=1C=NN(C1)C[C@H](C)C=1N(C=2C(=C3CC[C@@H](N(C3=CC2)C(=O)OC)C)N1)C1CCC2(CNC2)CC1